O1COC2=C1C=CC(=C2)C(=O)N2CC(C=CC2)C 1-(benzo[d][1,3]dioxole-5-carbonyl)-3-methyl-1,2,3,6-tetrahydropyridin